2-(4-(3-(pyridin-4-yl)-5,6,7,8-tetrahydro-[1,2,4]triazolo[4,3-a]pyrazine-7-carbonyl)phenyl)-1H-benzo[d]imidazole-4-carboxamide N1=CC=C(C=C1)C1=NN=C2N1CCN(C2)C(=O)C2=CC=C(C=C2)C2=NC1=C(N2)C=CC=C1C(=O)N